[O-2].[O-2].[Ti+4].[S+2] sulfur Titanium dioxide